10-chloro-7,7-dimethyl-6a,7,12,12a-tetrahydro-6H,13H-thiochromeno[3',4':5,6]thiopyrano[4,3-b]quinolone ClC1=CC=C2C(C3C(NC2=C1)C1=C(S(C3)=O)C=3C=CC=CC3SC1)(C)C